2'-deoxy-2'-methylidene-5-fluorocytidine C=C1[C@@H](O[C@@H]([C@H]1O)CO)N1C(=O)N=C(N)C(=C1)F